C(C)(C)(C)C=1SC=2CNCCC2N1 2-tert-butyl-4,5,6,7-tetrahydro-[1,3]thiazolo[5,4-c]pyridine